3-(6-((R)-2-methylpiperazin-1-yl)pyridin-3-yl)piperidine-2,6-dione C[C@H]1N(CCNC1)C1=CC=C(C=N1)C1C(NC(CC1)=O)=O